O[C@@H]([C@@H](C(N1CCCC1)=O)N1C(C2(C1)NCCC2)=O)C 2-((2S,3R)-3-hydroxy-1-oxo-1-(pyrrolidin-1-yl)butan-2-yl)-2,5-diazaspiro[3.4]octan-1-one